N-((1-hydroxycyclopropyl)methyl)-4-(5-methyl-2-((1-methyl-1H-pyrazol-4-yl)amino)pyrimidin-4-yl)benzamide OC1(CC1)CNC(C1=CC=C(C=C1)C1=NC(=NC=C1C)NC=1C=NN(C1)C)=O